C1=CC(=CC=2C3=CC=CC=C3NC12)C1=CC=C(C=C1)N(C1=CC=CC2=CC=CC=C12)C1=CC=CC=C1 N-(4-(9H-carbazol-3-yl)phenyl)-N-phenylnaphthalen-1-amine